(1R,3S,5R)-2-(2-(4-amino-6-(trifluoromethyl)-9H-pyrido[2',3':4,5]pyrrolo[2,3-d]pyrimidin-9-yl)acetyl)-N-(6-bromopyridin-2-yl)-5-methyl-2-azabicyclo[3.1.0]hexane-3-carboxamide NC=1C2=C(N=CN1)N(C1=C2N=C(C=C1)C(F)(F)F)CC(=O)N1[C@@H]2C[C@@]2(C[C@H]1C(=O)NC1=NC(=CC=C1)Br)C